ClC1=C2C=C(NC2=CC=C1)C(=O)N 4-chloro-1H-indole-2-carboxamide